(R)-1-(2,5-difluoro-pyridin-3-yl)ethyl (4-(5-((3-fluoro-bicyclo[1.1.1]-pentan-1-yl)-carbamoyl)pyridin-2-yl)-1-methyl-1H-1,2,3-triazol-5-yl)carbamate FC12CC(C1)(C2)NC(=O)C=2C=CC(=NC2)C=2N=NN(C2NC(O[C@H](C)C=2C(=NC=C(C2)F)F)=O)C